FC(OC1=CC=C(C=C1)C1=CN=C2N1C=CN=C2NC2=CC(=C(C(=O)N(C)C)C=C2)CO)F 4-[[3-[4-(difluoromethoxy)phenyl]imidazo[1,2-a]pyrazin-8-yl]amino]-2-(hydroxymethyl)-N,N-dimethylbenzamide